(1-(4-cyclobutyl-2-ethyl-5-(5-(methoxymethyl)-4H-1,2,4-triazol-3-yl)benzoyl)-4-fluoropiperidin-4-yl)benzonitrile C1(CCC1)C1=CC(=C(C(=O)N2CCC(CC2)(F)C2=C(C#N)C=CC=C2)C=C1C1=NN=C(N1)COC)CC